(1,3-dimethylimidazolidin-2-ylidene)(tricyclohexylphosphine) CN1C(N(CC1)C)=C1C(CCCC1)P(C1CCCCC1)C1CCCCC1